N1(CCNCC1)C1=CC=CC(=N1)S(=O)(=O)NC1=NC(=C(C=C1)C(F)(F)F)C1=C(C=CC=C1)C 6-(piperazin-1-yl)-N-(6-(o-tolyl)-5-(trifluoromethyl)pyridin-2-yl)pyridine-2-sulfonamide